(2-tert-butoxy-2-oxo-ethyl)ammonium formate C(=O)[O-].C(C)(C)(C)OC(C[NH3+])=O